FC(CNC(OC)=O)(C(F)(F)F)F methyl (2,2,3,3,3-pentafluoropropyl)carbamate